COC1=CC=C(C=N1)C=1N=C(C2=C(N1)N(C(=C2)C2=CCC1(CCNC(C1)C)CC2)C)N (6-methoxypyridin-3-yl)-7-methyl-6-(2-methyl-3-azaspiro[5.5]undec-8-en-9-yl)-7H-pyrrolo[2,3-d]pyrimidin-4-amine